methyl 5-[3-[4-[3-[tert-butyl(dimethyl)silyl]oxypropyl]-2-fluoro-phenoxy]propyl]-2-[3-(3,6-dichloro-5-methyl-pyridazin-4-yl)propylamino]thiazole-4-carboxylate [Si](C)(C)(C(C)(C)C)OCCCC1=CC(=C(OCCCC2=C(N=C(S2)NCCCC2=C(N=NC(=C2C)Cl)Cl)C(=O)OC)C=C1)F